N-trifluoroacetylglucosamine FC(C(=O)N[C@H]1C(O)O[C@@H]([C@H]([C@@H]1O)O)CO)(F)F